tert-butyl 4-bromo-6-methyl-7-oxo-6,7-dihydro-1H-pyrrolo[2,3-c]pyridine-1-carboxylate BrC=1C2=C(C(N(C1)C)=O)N(C=C2)C(=O)OC(C)(C)C